(S)-5-fluoro-2,3-dihydro-1H-indene-1-amine FC=1C=C2CC[C@@H](C2=CC1)N